2,6-dichloro-5-fluoroisonicotinic acid ClC=1C=C(C(=O)O)C(=C(N1)Cl)F